bicyclo[2.2.1]Heptene C12=CCC(CC1)C2